C1(CC1)C1=NC=NC(=C1C1=NN(C2=C1CN(CC2)C2=NC=C(C=C2)C=2N(C=C(N2)C(F)(F)F)C)CC)OC 3-(4-cyclopropyl-6-methoxypyrimidin-5-yl)-1-ethyl-5-(5-(1-methyl-4-(trifluoromethyl)-1H-imidazol-2-yl)pyridin-2-yl)-4,5,6,7-tetrahydro-1H-pyrazolo[4,3-c]pyridine